FC(C12CC(C1)(C2)C2=C(CCC(C2)(C)C)CN2CCN(CC2)C2=CC=C(C(=O)O)C=C2)F 4-(4-((2-(3-(Difluoromethyl)bicyclo[1.1.1]pentan-1-yl)-4,4-dimethylcyclohex-1-en-1-yl)methyl)piperazin-1-yl)benzoic acid